(4-fluoro-4-(5-fluorobenzo[d]oxazol-2-yl)-6,7-dihydro-1H-imidazo[4,5-c]pyridin-5(4H)-yl)methanone FC1(N(CCC2=C1N=CN2)C=O)C=2OC1=C(N2)C=C(C=C1)F